6-[4-[(R)-[3-[2-(2-fluoroethoxy)ethoxy]phenyl]-(4-fluorophenyl)methyl]piperidine-1-carbonyl]-4H-1,4-benzoxazin-3-one FCCOCCOC=1C=C(C=CC1)[C@H](C1CCN(CC1)C(=O)C=1C=CC2=C(NC(CO2)=O)C1)C1=CC=C(C=C1)F